methyl (E)-3-(3-(N-((4'-(dimethylamino)-3-fluoro-[1,1'-biphenyl]-4-yl)methyl-d)benzamido)-5-fluorophenyl)acrylate CN(C1=CC=C(C=C1)C1=CC(=C(C=C1)C(N(C(C1=CC=CC=C1)=O)C=1C=C(C=C(C1)F)/C=C/C(=O)OC)[2H])F)C